F[C@H]1CN(CC[C@H]1NC=1C=2N(C=CC1)C(=C(N2)C#CCNC2=CC=C(C=C2)S(=O)(=O)C)CC(F)(F)F)C (3S,4R)-3-fluoro-N-(2-{3-[(4-methanesulfonylphenyl)amino]prop-1-yn-1-yl}-3-(2,2,2-trifluoroethyl)imidazo[1,2-a]pyridin-8-yl)-1-methylpiperidin-4-amine